Vanadium-titanium sodium phosphate P(=O)([O-])([O-])[O-].[Na+].[Ti+4].[V+5]